2-methyl-6-(3-methyl-1-benzothien-5-yl)pyrimidin-4-amine CC1=NC(=CC(=N1)N)C=1C=CC2=C(C(=CS2)C)C1